4-(3-fluoro-5-hydroxy-4-(6-(methyl(2,2,6,6-tetramethylpiperidin-4-yl)amino)pyridazin-3-yl)phenyl)pyridin-2(1H)-one hydrochloride salt Cl.FC=1C=C(C=C(C1C=1N=NC(=CC1)N(C1CC(NC(C1)(C)C)(C)C)C)O)C1=CC(NC=C1)=O